chloro-N-{[4-(3,3-difluorocyclobutyl)-2,5-dioxoimidazolidin-4-yl]methyl}[biphenyl]-2-carboxamide ClC1=C(C(=CC=C1)C1=CC=CC=C1)C(=O)NCC1(NC(NC1=O)=O)C1CC(C1)(F)F